3,4-diaminobenzenethiol NC=1C=C(C=CC1N)S